Cl.NC(C)C1=C(C=CC(=C1)F)O 2-(1-aminoethyl)-4-fluorophenol hydrochloride